(4,4-difluoro-1,2-dimethylpyrrolidin-2-yl)methanol FC1(CC(N(C1)C)(C)CO)F